C(C)(C)OC(C1=CC=C(C=C1)NC(CSC=1NC(C(=C(N1)C)CCO)=O)=O)=O 4-{2-[5-(2-Hydroxy-ethyl)-4-methyl-6-oxo-1,6-dihydro-pyrimidin-2-ylsulfanyl]-acetylamino}-benzoic acid isopropyl ester